OC1=C(C=C(C#N)C#N)C=CC(=C1)O 2,4-dihydroxybenzalmalononitrile